2-Amino-7-(E)-cinnamyl-9-((2R,3R,5S)-3-hydroxy-5-(hydroxymethyl)tetrahydrofuran-2-yl)-7,9-dihydro-1H-purin-6,8-dion NC=1NC(C=2N(C(N(C2N1)[C@@H]1O[C@@H](C[C@H]1O)CO)=O)C\C=C\C1=CC=CC=C1)=O